(S)-2-(4-cyclopropyl-6-methoxypyrimidin-5-yl)-4-(1-(3-fluoro-4-(1-isopropyl-4-(trifluoromethyl)-1H-imidazol-2-yl)phenyl)ethyl)-6,7-dihydro-[1,2,4]triazolo[1,5-a]pyrimidin-5(4H)-one C1(CC1)C1=NC=NC(=C1C1=NN2C(N(C(CC2)=O)[C@@H](C)C2=CC(=C(C=C2)C=2N(C=C(N2)C(F)(F)F)C(C)C)F)=N1)OC